2,2'-[Dibenzo[b,d]thiophene-4,6-diylbis(methyleneoxy[1,1'-binaphthyl]-2',2-diyloxy)]bis(ethan-1-ol) C1=CC=C(C=2SC3=C(C21)C=CC=C3COC3=C(C2=CC=CC=C2C=C3)C3=C(C=CC2=CC=CC=C32)OCCO)COC3=C(C2=CC=CC=C2C=C3)C3=C(C=CC2=CC=CC=C32)OCCO